ClC1=CC=C(C=N1)NC1=NC=CC2=CC(=CC=C12)OC(C)C1CC1 N-(6-chloropyridin-3-yl)-6-(1-cyclopropylethoxy)isoquinolin-1-amine